trimethyl-(trifluoromethyl)silane C[Si](C(F)(F)F)(C)C